COC1=C(NC2=NNC3=CC(=CC=C23)C(C)(C)O)C=C(C=C1)C=1C=NN(C1)C 2-{3-[2-methoxy-5-(1-methyl-1H-pyrazol-4-yl)anilino]-1H-indazol-6-yl}propan-2-ol